The molecule is a primary allylic alcohol that is 2-hexene in which a hydrogen at position 1 has been replaced by a hydroxy group. It has a role as a plant metabolite. It is an alkenyl alcohol and a primary allylic alcohol. CCC/C=C/CO